(2-fluoro-3,4,5,6-tetradeuterophenyl)-1-(pyridin-3-ylsulfonyl)-1H-pyrrole-3-formaldehyde FC1=C(C(=C(C(=C1[2H])[2H])[2H])[2H])C=1N(C=CC1C=O)S(=O)(=O)C=1C=NC=CC1